(4-amino-6-(benzo[d][1,3]dioxol-4-ylamino)pyridin-2-yl)(isoindolin-2-yl)methanone (6Z,16Z)-12-((Z)-dec-4-en-1-yl)docosa-6,16-dien-11-yl-5-(dimethylamino)pentanoate C(CC\C=C/CCCCC)C(C(CCC\C=C/CCCCC)OC(CCCCN(C)C)=O)CCC\C=C/CCCCC.NC1=CC(=NC(=C1)NC1=CC=CC=2OCOC21)C(=O)N2CC1=CC=CC=C1C2